Cl.ClC1=C(OC2=CC3=C(C=N2)C(CN3C(CN3[C@H](CN[C@@H](C3)C)COC)=O)(C)C)C=CC=C1 1-[6-(2-Chloro-phenoxy)-3,3-dimethyl-2,3-dihydro-pyrrolo[3,2-c]pyridin-1-yl]-2-((2R,5R)-2-methoxymethyl-5-methyl-piperazin-1-yl)-ethanone, hydrochloride salt